tert-butyl (3R)-3-[[4-(3-cyano-4-hydroxy-pyrazolo[1,5-a]pyridin-6-yl)pyrazol-1-yl]methyl]piperidine-1-carboxylate C(#N)C=1C=NN2C1C(=CC(=C2)C=2C=NN(C2)C[C@H]2CN(CCC2)C(=O)OC(C)(C)C)O